CN1N=CC(=C1)C1=CC=2N(C=C1)C(=NN2)C(=O)NC=2C(=NC=C(C2)NC(CN2CCOCC2)=O)C 7-(1-methyl-1H-pyrazol-4-yl)-N-(2-methyl-5-(2-morpholinoacetamido)pyridin-3-yl)-[1,2,4]triazolo[4,3-a]pyridine-3-carboxamide